C(C)(C)(C)OC(=O)N1C[C@H]([C@@H](CC1)C1=CC(=C(C=C1)F)F)O (3s,4s)-4-(3,4-difluorophenyl)-3-hydroxypiperidine-1-carboxylic acid tert-butyl ester